tert-butyl (S)-3-((8-(pyridin-4-ylcarbamoyl)quinolin-5-yl)amino)pyrrolidine-1-carboxylate N1=CC=C(C=C1)NC(=O)C=1C=CC(=C2C=CC=NC12)N[C@@H]1CN(CC1)C(=O)OC(C)(C)C